COC(/C(=C\C1=CC=C(C=C1)NC(C)=O)/N=[N+]=[N-])=O.ClC1=CC=C(O[C@H](C(=O)OC)CCCC)C=C1 methyl (2S)-2-(4-chlorophenoxy)hexanoate (E)-methyl-3-(4-acetamidophenyl)-2-azidoacrylate